3-(5-(1-((7-azaspiro[3.5]nonan-2-yl)methyl)piperidin-4-yl)-3-methyl-2-oxo-2,3-dihydro-1H-benzo[d]imidazol-1-yl)piperidine-2,6-dione C1C(CC12CCNCC2)CN2CCC(CC2)C2=CC1=C(N(C(N1C)=O)C1C(NC(CC1)=O)=O)C=C2